4-[(2,4-Dichloro-5-methoxyphenyl)amino]-6-methoxy-7-[3-(4-methylpiperazin-1-yl)propoxy]chinolin-3-carbonitrile ClC1=C(C=C(C(=C1)Cl)OC)NC1=C(C=NC2=CC(=C(C=C12)OC)OCCCN1CCN(CC1)C)C#N